ClC1=CC2=C(OCCN2C(=O)OCCCC)C(=C1)C1=CC(=NC=C1C(=O)OC)C butyl 6-chloro-8-(5-(methoxycarbonyl)-2-methylpyridin-4-yl)-2,3-dihydro-4H-benzo[b][1,4]oxazine-4-carboxylate